3-bromo-2-(trifluoromethyl)quinoline ethyl-8-(benzyloxy)-4-hydroxy-2-naphthoate C(C)OC(=O)C1=CC2=C(C=CC=C2C(=C1)O)OCC1=CC=CC=C1.BrC=1C(=NC2=CC=CC=C2C1)C(F)(F)F